CC1=C2C(=NC=C1)C1(OC23CCN(CC3)C(=O)OC(C)(C)C)COC1 tert-Butyl 4'-methyldispiro[oxetane-3,7'-furo[3,4-b]pyridine-5',4''-piperidine]-1''-carboxylate